2-(6-(tert-Butoxycarbonyl)-2,6-diazaspiro[3.3]heptane-2-yl)oxazole-4-carboxylic acid ethyl ester C(C)OC(=O)C=1N=C(OC1)N1CC2(C1)CN(C2)C(=O)OC(C)(C)C